C[C@@H]1COCCN1C=1C=C(C=C(C1)B1OC(C(O1)(C)C)(C)C)C1(COCC1)O 3-(3-((R)-3-methylmorpholino)-5-(4,4,5,5-tetramethyl-1,3,2-dioxaborolan-2-yl)phenyl)tetrahydrofuran-3-ol